(R)-1-((4-hydroxy-1-(3-phenylbutyryl)piperidin-4-yl)methyl)-4,5-diphenylpyrazine OC1(CCN(CC1)C(C[C@@H](C)C1=CC=CC=C1)=O)CN1C=CN(C(=C1)C1=CC=CC=C1)C1=CC=CC=C1